divinyldiethyl-tin C(=C)[Sn](CC)(CC)C=C